methyl (2S)-2-(tert-butoxycarbonylamino)-3-(4-cyanophenyl)propanoate C(C)(C)(C)OC(=O)N[C@H](C(=O)OC)CC1=CC=C(C=C1)C#N